CC(C#C)(CCCC(CC\C=C(\CCCC(C)C)/C)C)O (E)-3,7,11,15-tetramethylhexadeca-10-en-1-yn-3-ol